C(C=C)OC1=C(C=NC=C1[N+](=O)[O-])Cl 4-(allyloxy)-3-chloro-5-nitropyridine